6-(4-(3-chloro-4-fluorophenyl)-1-(2,2-difluoropropyl)-1H-imidazol-5-yl)imidazo[1,2-b]pyridazine-3-carbonitrile ClC=1C=C(C=CC1F)C=1N=CN(C1C=1C=CC=2N(N1)C(=CN2)C#N)CC(C)(F)F